4-(6-phenyl-1H-imidazo[4,5-c]pyridin-1-yl)benzoic acid C1(=CC=CC=C1)C1=CC2=C(C=N1)N=CN2C2=CC=C(C(=O)O)C=C2